OCC=1C(=NC=CC1C1=CN(C(C(=C1)NC1=NC=C(C=C1)N1[C@H](CN(CC1)C1COC1)C)=O)C)N1C(C=2C=C3CCCCN3C2C=C1)=O 2-[3-(hydroxymethyl)-4-[1-methyl-5-[[5-[(2S)-2-methyl-4-(oxetan-3-yl)piperazin-1-yl]-2-pyridyl]amino]-6-oxo-3-pyridyl]-2-pyridyl]-6,7,8,9-tetrahydropyrido[3,4-b]indolizin-1-one